6-[6-[5-(6-methyl-2-pyridyl)-1H-imidazol-4-yl]-3-quinolyl]pyridine-3-carboxylic acid CC1=CC=CC(=N1)C1=C(N=CN1)C=1C=C2C=C(C=NC2=CC1)C1=CC=C(C=N1)C(=O)O